3-(3-(2-Bromo-5-methylphenyl)-1H-pyrazol-1-yl)propanal BrC1=C(C=C(C=C1)C)C1=NN(C=C1)CCC=O